C(C1=CC=CC=C1)(C1=CC=CC=C1)N1CC(C1)N1C[C@H](N(CC1)C(=O)OC(C)(C)C)C tert-butyl (R)-4-(1-benzhydrylazetidin-3-yl)-2-methylpiperazine-1-carboxylate